C(CCCC)C(CCCCC(=O)[O-])OCOCCNCCOCOC(CCCCC(=O)[O-])CCCCC 6,18-dipentyl-7,9,15,17-tetraoxa-12-azatricosanedioate